1-Bromo-8-iodo-dibenzothiophen BrC1=CC=CC=2SC3=C(C21)C=C(C=C3)I